3,5,6-trifluorophthalate FC1=C(C(C(=O)[O-])=C(C(=C1)F)F)C(=O)[O-]